N-(4-((2-(dimethylamino)ethyl)(methyl)amino)-2-methoxy-5-nitrophenyl)formamide CN(CCN(C1=CC(=C(C=C1[N+](=O)[O-])NC=O)OC)C)C